NC1CN(C1)C(=O)C1=C(C(=NN1C=1SC(=C(N1)C1=CC(=C(C=C1)Cl)Cl)SC(C)C)C)C1=CC(=CC(=C1)C(F)(F)F)C(F)(F)F (3-aminoazetidin-1-yl)(4-(3,5-bis(trifluoromethyl)phenyl)-1-(4-(3,4-dichlorophenyl)-5-(isopropylsulfanyl)thiazol-2-yl)-3-methyl-1H-pyrazol-5-yl)methanone